ClC1=CC2=C(N(C(N=C2N2[C@H](CN(CC2)C(=O)OC(C)(C)C)C)=O)C=2C(=NC=CC2C)C(C)C)N=C1[Sn](C)(C)C tert-butyl (S)-4-(6-chloro-1-(2-isopropyl-4-methylpyridin-3-yl)-2-oxo-7-(trimethylstannyl)-1,2-dihydropyrido[2,3-d]pyrimidin-4-yl)-3-methylpiperazine-1-carboxylate